1-ethyl-2,3-dimethylimidazole trichloromethanesulfonate ClC(S(=O)(=O)O)(Cl)Cl.C(C)N1C(N(C=C1)C)C